2-ethylhexanoic acid bismuth salt [Bi+3].C(C)C(C(=O)[O-])CCCC.C(C)C(C(=O)[O-])CCCC.C(C)C(C(=O)[O-])CCCC